furan-2-carbonyl fluoride O1C(=CC=C1)C(=O)F